(R)-1-(azetidin-3-ylmethyl)-N-(1-(3-(1-ethyl-1H-pyrazol-3-yl)-5-(1-methyl-1H-pyrazol-4-yl)phenyl)ethyl)-5-methyl-1H-indole-6-carboxamide N1CC(C1)CN1C=CC2=CC(=C(C=C12)C(=O)N[C@H](C)C1=CC(=CC(=C1)C=1C=NN(C1)C)C1=NN(C=C1)CC)C